3-(22,28-Difluoro-3,6,10,10-tetramethyl-12,12-dioxo-24-oxa-12λ6-thia-3,4,19,30-tetrazapentacyclo[23.3.1.12,5.015,23.016,20]triaconta-1(29),2(30),4,15,17,20,22,25,27-nonaen-6-yl)phenol FC=1C=C2NC=CC2=C2CCS(CC(CCCC(C3=NN(C(C=4C(=CC=C(OC12)C4)F)=N3)C)(C)C=3C=C(C=CC3)O)(C)C)(=O)=O